C(#N)C=1C=C(CCN=C=O)C=C(C1)C#N 3,5-dicyanophenethyl isocyanate